[Zn].[Zn].C=C ethylene di-zinc